[Si](C)(C)(C(C)(C)C)O[C@@H]1C[C@H](N(C1)C(=O)OC(C)(C)C)CO tert-butyl (2S,4R)-4-[(tert-butyldimethylsilyl)oxy]-2-(hydroxymethyl)pyrrolidine-1-carboxylate